1-(4,4-difluorocyclohex-1-en-1-yl)-3-methyl-5-nitropyridin-2(1H)-one FC1(CC=C(CC1)N1C(C(=CC(=C1)[N+](=O)[O-])C)=O)F